CCCCCCCCCCCCCC(=O)NCC(C)O N-(2-hydroxypropyl)tetradecanamide